(rac)-6-amino-7-(3-hydroxy-2,6-dimethylphenyl)-2-methyl-4-(trifluoromethyl)-7H-pyrrolo[2,3-d]pyrimidine-5-carboxamide NC1=C(C2=C(N=C(N=C2C(F)(F)F)C)N1C1=C(C(=CC=C1C)O)C)C(=O)N